C([C@@H]([C@@H]([C@@H](COP(=O)([O-])[O-])O)O)O)NC1=C(C(=O)NC(=O)N1)N The molecule is dianion of 5-amino-6-(5-phosphoribitylamino)uracil arising from deprotonation of both phosphate OH groups. It has a role as a Saccharomyces cerevisiae metabolite. It is a conjugate base of a 5-amino-6-(5-phospho-D-ribitylamino)uracil.